5-(4-(trifluoromethyl)phenyl)-1,2,3,4-tetrahydroisoquinoline hydrochloride Cl.FC(C1=CC=C(C=C1)C1=C2CCNCC2=CC=C1)(F)F